benzo[d]thiophene S1C=CC2=C1C=CC=C2